(2Z,3E)-2-(acetoxyimino)-N-(3-(1,1-difluoroethyl)phenyl)-3-(2-(4-(difluoromethoxy)phenyl)hydrazono)butanamide C(C)(=O)O\N=C(/C(=O)NC1=CC(=CC=C1)C(C)(F)F)\C(\C)=N\NC1=CC=C(C=C1)OC(F)F